FC=1C=C(C=CC1C(NC1(COC1)C)=O)CC=1C=C(C2=C(CCO2)C1C)C(=O)N[C@H]1CCOC[C@@H]1O 1,5-anhydro-2,3-dideoxy-3-{[5-({3-fluoro-4-[(3-methyloxetan-3-yl)carbamoyl]phenyl}-methyl)-4-methyl-2,3-dihydro-1-benzofuran-7-carbonyl]amino}-L-threo-pentitol